CC(C)(C)C=1C(=C(C=C(C1)OC)C1=C(C(=CC(=C1)OC)C(C)(C)C)OP1OC2=C(C3=C(O1)C=CC=C3)C=CC=C2)OP2OC3=C(C1=C(O2)C=CC=C1)C=CC=C3 6,6'-[[3,3'-bis(1,1-dimethylethyl)-5,5'-dimethoxy-[1,1'-biphenyl]-2,2'-diyl]bis(oxy)]bis-dibenzo[d,f][1,3,2]dioxaphosphepin